C(CCCC)(=O)Br valeroyl bromide